2-[4-(5-{2',7-dimethyl-1H,2'H-[3,4'-biindazol]-1-yl}pyridin-2-yl)-2-oxopiperazin-1-yl]acetic acid CN1N=C2C=CC=C(C2=C1)C1=NN(C2=C(C=CC=C12)C)C=1C=CC(=NC1)N1CC(N(CC1)CC(=O)O)=O